OCCC1=C(NC=C1)C(=O)OC(C)(C)C tert-Butyl 3-(2-hydroxyethyl)-1H-pyrrole-2-carboxylate